N-(3-(1H-pyrazol-5-yl)phenyl)-3-(N-(4-bromophenyl)sulfamoyl)benzamide N1N=CC=C1C=1C=C(C=CC1)NC(C1=CC(=CC=C1)S(NC1=CC=C(C=C1)Br)(=O)=O)=O